3,3-dichloroisobutylene CC(=C)C(Cl)Cl